CC=1C=C(C=CC1)CCO 3-methyl-PHENYLETHYL ALCOHOL